7-(2,2-difluoroethyl)-4,7-diazaspiro[2.5]octane FC(CN1CCNC2(CC2)C1)F